NC1=NC=C(C=C1C=1C=C2CCNC(C2=CC1F)=O)C1=C(C=C(C=C1)N1C[C@H](OCC1)C(C)C)F (R)-6-(2-amino-5-(2-fluoro-4-(2-isopropylmorpholino)phenyl)pyridin-3-yl)-7-fluoro-3,4-dihydroisoquinolin-1(2H)-one